OC1[C@@H](O)[C@@H](O)[C@@H](O)[C@H](O1)C(=O)O D-Talopyranuronic acid